N1([C@@H](CCC1)C(=O)OC)C(=O)OCCl 1-Chloromethyl 2-methyl (2S)-pyrrolidine-1,2-dicarboxylate